ClC=1C=CC(=C(C1)C1(CCC1)NC1=NC=C(C=N1)C=1OC(=NN1)C(F)F)F N-(1-(5-Chloro-2-fluorophenyl)cyclobutyl)-5-(5-(Difluoromethyl)-1,3,4-Oxadiazol-2-yl)pyrimidin-2-amin